5-(4-methoxyphenyl)-1,3,4-oxadiazol-2-yl-2-benzothiazolamine COC1=CC=C(C=C1)C1=NN=C(O1)C1=CC=CC2=C1N=C(S2)N